2-[(Pyridin-2-ylmethyl)sulfanyl]ethyl 4-[2-(4-fluorophenyl)-4-oxo-1,3-thiazolidin-3-yl]-3-methylbenzoate FC1=CC=C(C=C1)C1SCC(N1C1=C(C=C(C(=O)OCCSCC2=NC=CC=C2)C=C1)C)=O